OC(C(C)(C1=CC=C(C=C1)C(F)(F)F)C)C1=CC=C(C=N1)NC(OC(C)(C)C)=O Tert-butyl (6-(1-hydroxyl-2-methyl-2-(4-(trifluoromethyl)phenyl)propyl)pyridin-3-yl)carbamate